((3S,4R,5R)-5-(hydroxymethyl)-4-methyl-2-oxotetrahydrofuran-3-yl)carbamate OC[C@H]1[C@@H]([C@@H](C(O1)=O)NC([O-])=O)C